(R)-3-bromo-6,7,7a,8,10,11-hexahydro-9H-pyrazino[1,2-d]pyrido[3,2-b][1,4]thiazepin BrC1=CC=2SCC[C@H]3N(C2N=C1)CCNC3